C12NCC(CC1CC(=O)NC1=NC=C(C(=C1)C1=C3N(N=C1)CC(C3)(C)C)Cl)C2 (2-azabicyclo[2.2.1]heptan-6-yl)-N-(5-chloro-4-(5,5-dimethyl-5,6-dihydro-4H-pyrrolo[1,2-b]pyrazol-3-yl)pyridin-2-yl)acetamide